2'-chloro-5'-methoxy-6-methyl-N-(5-((4-(trifluoromethyl)phenoxy)methyl)-1,3,4-thiadiazol-2-yl)-(4,4'-bipyridine)-3-carboxamide ClC1=NC=C(C(=C1)C1=C(C=NC(=C1)C)C(=O)NC=1SC(=NN1)COC1=CC=C(C=C1)C(F)(F)F)OC